(1R,2S)-2-[3-({2-cyclopropyl-6-[(2R,6S)-2,6-dimethylmorpholin-4-yl]-5-methoxypyrimidin-4-yl}amino)-1H-indazol-6-yl]-5'-methoxy-1'H-spiro[cyclopropane-1,3'-indol]-2'-one C1(CC1)C1=NC(=C(C(=N1)NC1=NNC2=CC(=CC=C12)[C@@H]1C[C@@]12C(NC1=CC=C(C=C21)OC)=O)OC)N2C[C@H](O[C@H](C2)C)C